COC=1C=C(C=CC1)C(C(=O)O)(CCC)N1CCNCC1 3-methoxyphenyl-piperazin-1-yl-pentanoic acid